FC1=CC=C(C=N1)C=1N=CN(C1)C(=O)NCCC1=CC=CC=C1 4-(6-Fluoropyridin-3-yl)-N-phenethyl-1H-imidazole-1-carboxamide